5-[(2R)-4-[4-chloro-2-(trifluoromethyl)benzoyl]-2-ethylpiperazin-1-yl]-2'-ethyl-N-[2-(methylamino)ethyl]-[2,3'-bipyridine]-6-carboxamide ClC1=CC(=C(C(=O)N2C[C@H](N(CC2)C=2C=CC(=NC2C(=O)NCCNC)C=2C(=NC=CC2)CC)CC)C=C1)C(F)(F)F